ClC1=C(C=C(C(=N1)C=O)F)OCC(C)=O 6-chloro-3-fluoro-5-(2-oxopropoxy)picolinaldehyde